2-Chloro-N-{2-[4-(difluoromethyl)-1,3-thiazol-5-yl]-2-[4-(1,6-naphthyridin-5-yl-oxy)piperidin-1-yl]ethyl}-6-fluorobenzamid ClC1=C(C(=O)NCC(N2CCC(CC2)OC2=C3C=CC=NC3=CC=N2)C2=C(N=CS2)C(F)F)C(=CC=C1)F